3-(2-fluoro-4-nitrophenoxy)oxolane FC1=C(OC2COCC2)C=CC(=C1)[N+](=O)[O-]